ClC=1C=C(C=C(C1F)Cl)B1OC(C(O1)(C)C)(C)C 2-(3,5-dichloro-4-fluorophenyl)-4,4,5,5-tetramethyl-1,3,2-dioxaborolane